tert-butyl 4-(chlorocarbonyl)-3,3-dimethylpiperazine-1-carboxylate ClC(=O)N1C(CN(CC1)C(=O)OC(C)(C)C)(C)C